3,5-difluoroacetophenone CC(=O)C1=CC(=CC(=C1)F)F